(8-bromopyrido[2,3-e][1,2,4]triazolo[4,3-a]pyrazin-4-yl)-N-methylazetidin-3-amine BrC1=CC2=C(N=C(C=3N2C=NN3)N3CC(C3)NC)N=C1